CN(C1=CC=CC(=N1)S(=O)(=O)NC(=O)C1CC1)C N-((6-(dimethylamino)pyridin-2-yl)sulfonyl)cyclopropane-1-carboxamide